dimethyl-bis-(N-ethyl-acetamido)silane C[Si](N(C(C)=O)CC)(N(C(C)=O)CC)C